(S)-3-cyclopentyl-3-(4-(7-((2-(trimethylsilyl)ethoxy)methyl)-7H-pyrrolo[2,3-d]pyrimidin-4-yl)-1H-pyrazol-1-yl)propionitrile C1(CCCC1)[C@H](CC#N)N1N=CC(=C1)C=1C2=C(N=CN1)N(C=C2)COCC[Si](C)(C)C